CNC(=O)C1=NN(C=C1)C(=O)N1CC2CN(CC2C1)CC1=C(C=C(C=C1)N1CCOCC1)C(F)(F)F N-methyl-1-(5-(4-morpholino-2-(trifluoromethyl)benzyl)octahydro-pyrrolo[3,4-c]pyrrole-2-carbonyl)-1H-pyrazole-3-carboxamide